4-(4-oxo-1-piperidinyl)benzoyl chloride O=C1CCN(CC1)C1=CC=C(C(=O)Cl)C=C1